C(C1=CC=CC=C1)(C1=CC=CC=C1)N1CCN(CC1)C(=O)C=1C=NC=C(C1)Cl (4-benzhydrylpiperazin-1-yl)(5-chloropyridin-3-yl)methanone